N-tert-butyloxycarbonyl-aspartic acid-1-methyl ester COC([C@@H](NC(=O)OC(C)(C)C)CC(=O)O)=O